N-BOC-R-prolinol C(=O)(OC(C)(C)C)N1[C@H](CCC1)CO